3-(4-(3'-Methoxy-[1,1-biphenyl]-4-yl)-1H-1,2,3-triazol-1-yl)benzoic acid COC=1C=C(C=CC1)C1=CC=C(C=C1)C=1N=NN(C1)C=1C=C(C(=O)O)C=CC1